(R)-4-bromo-3,5-difluoro-N-(8-fluoro-6-oxo-1,4,5,6-tetrahydro-2H-pyrano[3,4-c]isoquinolin-1-yl)-N-methylbenzamide BrC1=C(C=C(C(=O)N(C)[C@H]2COCC=3NC(C=4C=C(C=CC4C32)F)=O)C=C1F)F